NC1=NC=CC=C1C1=NC=2C(=NC(=CC2)C2=CC=NS2)N1C1=CC=C(CN2CCC(CC2)NC2=NC(=NC=C2)C#N)C=C1 4-((1-(4-(2-(2-Aminopyridin-3-yl)-5-(isothiazol-5-yl)-3H-imidazo[4,5-b]pyridin-3-yl)benzyl)piperidin-4-yl)amino)pyrimidine-2-carbonitrile